tert-butyl 4-(5-bromo-2-nitropyridin-3-yl)piperazine-1-carboxylate BrC=1C=C(C(=NC1)[N+](=O)[O-])N1CCN(CC1)C(=O)OC(C)(C)C